ClC=1C=C(C(=NC1)OC1=C(C=C(C=C1)N1N=CC(=C1)CC=O)F)F 2-(1-(4-((5-chloro-3-fluoropyridin-2-yl)oxy)-3-fluorophenyl)-1H-pyrazol-4-yl)acetaldehyde